ClC=1C(=C2C=NNC2=C(C1F)NC(CCO)=O)C=1N=CC=2N(C1)C=C(N2)NC(=O)[C@@H]2[C@H](C2)F (1R,2S)-N-(6-(5-chloro-6-fluoro-7-(3-hydroxypropanamido)-1H-indazol-4-yl)imidazo[1,2-a]pyrazin-2-yl)-2-fluorocyclopropane-1-carboxamide